C(C)(=O)C(C(=O)OC1(CCCCC1)C(C)=O)CCCCCC\C=C/C[C@H](O)CCCCCC acetyl-cyclohexanol acetyl-ricinoleate